ethyl 7-[(2-bromo-3-methyl-butanoyl)amino]-1H-indole-2-carboxylate BrC(C(=O)NC=1C=CC=C2C=C(NC12)C(=O)OCC)C(C)C